[Si](C1=CC=CC=C1)(C1=CC=CC=C1)(C(C)(C)C)OCC[C@@H](CO)NCC (S)-4-((tert-butyldiphenylsilyl)oxy)-2-(ethylamino)butan-1-ol